1-(((R)-7-((2S,4R)-4-amino-2-phenylpiperidine-1-carbonyl)-7-azaspiro[4.5]decan-10-yl)methyl)-4-phenylpyridin-2(1H)-one N[C@H]1C[C@H](N(CC1)C(=O)N1CC2(CCCC2)[C@@H](CC1)CN1C(C=C(C=C1)C1=CC=CC=C1)=O)C1=CC=CC=C1